FC1=C(C=CC=C1)CN1C=NC(=C1)I 1-[(2-fluorophenyl)methyl]-4-iodo-imidazole